ClC=1C=C(CBr)C=CC1 3-chlorobenzyl bromide